2-(4-(2,4-difluorophenoxy)piperidin-1-yl)-6-methylpyridin-3-amine FC1=C(OC2CCN(CC2)C2=NC(=CC=C2N)C)C=CC(=C1)F